(E)-Ethyl 3-(6-(acetoxymethyl)-5-methylpyridin-2-yl)-3-(1-ethyl-4-methyl-1H-benzo[d][1,2,3]triazol-5-yl)acrylate C(C)(=O)OCC1=C(C=CC(=N1)/C(=C/C(=O)OCC)/C1=C(C2=C(N(N=N2)CC)C=C1)C)C